acetyl-6-chloro-4-(isopropylamino)pyridine-3-carbohydrazide C(C)(=O)C1=NC(=CC(=C1C(=O)NN)NC(C)C)Cl